methyl 3-(3-(benzylcarbamoyl)-18-ethyl-5-(2-methoxy-2-oxoethyl)-2,8,12,17-tetramethyl-13-vinyl-7H,8H-porphyrin-7-yl)propanoate C(C1=CC=CC=C1)NC(=O)C=1C(=C2NC1C(=C1C(C(C(=N1)C=C1C(=C(C(N1)=CC=1C(=C(C(N1)=C2)CC)C)C=C)C)C)CCC(=O)OC)CC(=O)OC)C